(2S)-2-[[5-(3-tert-butyl-1,2,4-oxadiazol-5-yl)-2-(3-methyl-4-methylsulfonyl-anilino)pyrimidin-4-yl]amino]-2-phenyl-ethanol C(C)(C)(C)C1=NOC(=N1)C=1C(=NC(=NC1)NC1=CC(=C(C=C1)S(=O)(=O)C)C)N[C@H](CO)C1=CC=CC=C1